2-(6-hydrazinopyridin-3-yl)thiazole N(N)C1=CC=C(C=N1)C=1SC=CN1